C(O)C(CO)(CO)NCCCNC(CO)(CO)CO 1,3-ditrimethylolmethylaminopropane